thia[5,8]diazacyclododecin S1CC=CN=CC=NC=CC=C1